1-(pyridazin-3-ylmethyl)imidazo[4,5-b]pyridin N1=NC(=CC=C1)CN1C=NC2=NC=CC=C21